1,1'-biphenyl dichloride [Cl-].[Cl-].C1(=CC=CC=C1)C1=CC=CC=C1